tert-butyl ((2-chloro-[1,1'-biphenyl]-4-yl)methyl)(3-((3-((1-(N,N-dimethylsulfamoyl)-6-(pyridin-4-yl)-1H-benzo[d][1,2,3]triazol-4-yl)amino)propyl)amino)-3-oxopropyl)carbamate ClC1=C(C=CC(=C1)CN(C(OC(C)(C)C)=O)CCC(=O)NCCCNC1=CC(=CC=2N(N=NC21)S(N(C)C)(=O)=O)C2=CC=NC=C2)C2=CC=CC=C2